CS(=O)(=O)C1CCC(CC1)N (1s,4s)-4-(methyl-sulfonyl)cyclohexylamine